C(#N)/C(/C(=O)NC1=NC=C(C(=N1)C1=CC=CC=C1)OCCOC)=C(\C=1C=NOC1C)/O (Z)-2-cyano-3-hydroxy-N-(5-(2-methoxyethoxy)-4-phenylpyrimidin-2-yl)-3-(5-methylisoxazol-4-yl)acrylamide